CCCCC(CC)CO EthylHexanol